tert-butyl (S)-4-((2-(2-cyano-4,4-difluoropyrrolidin-1-yl)-2-oxoethyl)carbamoyl)-3',6'-dihydro-[3,4'-bipyridine]-1'(2'H)-carboxylate C(#N)[C@H]1N(CC(C1)(F)F)C(CNC(=O)C1=C(C=NC=C1)C=1CCN(CC1)C(=O)OC(C)(C)C)=O